CC(C=C)CCCC(C)C 3,7-Dimethyl-1-octene